OC[C@@H](C(=O)O)NC([C@H](C(C)C)NC(CC[C@@H](C)[C@H]1CC[C@H]2[C@@H]3CC[C@@H]4C[C@@H](CC[C@@]4([C@H]3CC[C@]12C)C)O)=O)=O (S)-3-hydroxy-2-((S)-2-((R)-4-((3R,5R,8R,9S,10S,13R,14S,17R)-3-hydroxy-10,13-dimethyl-hexadecahydro-1H-cyclopenta[a]phenanthren-17-yl)pentanamido)-3-methylbutanamido)propanoic acid